N1(CCCCC1)CCN1N=NC(=C1)COC1=C(C=CC=C1)C(F)(F)F 1-[2-(Piperidin-1-yl)ethyl]-4-[(2-trifluoromethylphenoxy)methyl]-1H-1,2,3-triazole